N-[(1S,9S)-4-methoxy-17-methyl-17-azatetracyclo[7.5.3.01,10.02,7]heptadeca-2(7),3,5-trien-5-yl]pyrrolidine-3-carboxamide COC1=CC=2[C@@]34C([C@H](CC2C=C1NC(=O)C1CNCC1)N(CC4)C)CCCC3